1-N'-(4-fluorophenyl)-1-N-[4-[7-(5-methyl-1H-pyrazol-3-yl)quinolin-4-yl]oxyphenyl]cyclopropane-1,1-dicarboxamide FC1=CC=C(C=C1)NC(=O)C1(CC1)C(=O)NC1=CC=C(C=C1)OC1=CC=NC2=CC(=CC=C12)C1=NNC(=C1)C